(2-[3-(diethoxymethylsilyl)propoxy]-5-hydroxyphenyl)tri(tert-butyl)phosphonium bromide [Br-].C(C)OC(OCC)[SiH2]CCCOC1=C(C=C(C=C1)O)[P+](C(C)(C)C)(C(C)(C)C)C(C)(C)C